(5,6-dihydroimidazo[1,2-a]pyrazin-7(8H)-yl)methanone N=1C=CN2C1CN(CC2)C=O